CC1=NNC=2C1=NC(=CC2CN2C[C@H](CCC2)C)C(=O)[O-].[Li+] lithium (S)-3-methyl-7-((3-methylpiperidin-1-yl) methyl)-1H-pyrazolo[4,3-b]pyridine-5-carboxylate